ClC(C1=NC(=NO1)C1=CC=C(C=C1)NC=1C(C(C1NCC=1N=CN(C1)C)=O)=O)(F)F 3-((4-(5-(chlorodifluoromethyl)-1,2,4-oxadiazol-3-yl)phenyl)amino)-4-(((1-methyl-1H-imidazol-4-yl)methyl)amino)cyclobut-3-ene-1,2-dione